CC(C=O)=CC=C 2-methyl-2,4-pentadienoaldehyde